Monoguanidine Phosphate P(=O)(O)(O)O.NC(=N)N